2-[3-[(3S)-4-(2-amino-6-methyl-pyrimidin-4-yl)-1,4-oxazepan-3-yl]-4-chloro-anilino]ethanol dihexyl-2,5-furandicarboxylate C(CCCCC)C=1C(=C(OC1C(=O)O)C(=O)O)CCCCCC.NC1=NC(=CC(=N1)N1[C@H](COCCC1)C=1C=C(NCCO)C=CC1Cl)C